C(CCCCCCC(=O)O)C(=O)O heptane-1,7-dicarboxylic acid